tert-butyl 7-(2-(dimethylamino)ethoxy)-3,4-dihydroisoquinoline-2(1H)-carboxylate CN(CCOC1=CC=C2CCN(CC2=C1)C(=O)OC(C)(C)C)C